(9E,11E,13E)-9,11,13-Octadecatrienoic acid C(CCCCCCC\C=C\C=C\C=C\CCCC)(=O)O